FC1(CN(CC[C@H]1OCCO)C1=NC=CC(=N1)NC=1N=CC2=C(C=CC(=C2C1)C(C)C)N1[C@@H]([C@H](C1)CS(=O)(=O)C)C)F 2-((R)-3,3-difluoro-1-(4-(5-isopropyl-8-((2R,3S)-2-methyl-3-(methylsulfonylmethyl)azetidin-1-yl)isoquinolin-3-ylamino)pyrimidin-2-yl)piperidin-4-yloxy)ethanol